[Na+].CNCC(=O)[O-] methyl-glycine monosodium salt